2-{6-azaspiro[2.5]oct-6-yl}-4-(1-hydroxypropane-2-sulfonylamino)naphthalene-1-carboxamide C1CC12CCN(CC2)C2=C(C1=CC=CC=C1C(=C2)NS(=O)(=O)C(CO)C)C(=O)N